Bis(4-bromophenyl) ether BrC1=CC=C(C=C1)OC1=CC=C(C=C1)Br